2-cyclopropyl-6-methyl-N-{3-[(3R)-3-[(4-methyl-1,2,4-triazol-3-yl)methyl]oxolan-3-yl]phenyl}pyrimidine-4-carboxamide C1(CC1)C1=NC(=CC(=N1)C(=O)NC1=CC(=CC=C1)[C@@]1(COCC1)CC1=NN=CN1C)C